di-amino-4,4'-diphenoxybenzophenone NC=1C(=C(C(=O)C2=CC=C(C=C2)OC2=CC=CC=C2)C=CC1OC1=CC=CC=C1)N